C(C)(C)(C)OC(=O)C12CC(C1)(C2)C2OC=C(N2)C(=O)OC methyl 2-(3-(tert-butoxycarbonyl)bicyclo[1.1.1]pentan-1-yl)-2,3-dihydrooxazole-4-carboxylate